5,6,7-trihydroquinolinecarboxylic acid cobalt chloride [Co](Cl)Cl.N1=C(C=CC=2CCCCC12)C(=O)O